CC1=C(C(=O)N2CCN(CC2)C2=C(C=CC=C2)N(S(=O)(=O)C=2C=C(C=CC2)C)CCC2=CC=CC=C2)C(=CC(=C1)C)C 5-(N-(2-(4-(2,4,6-trimethylbenzoyl)piperazin-1-yl)phenyl)-N-phenethylsulfamoyl)3-methylbenzene